N[C@H](C#N)C (S)-2-aminopropionitrile